4-((2S)-3-(1-((isopropoxycarbonyl)oxy)ethoxy)-2-((S)-4-methyl-2-(2-(o-tolyloxy)acetamido)pentanamido)-3-oxopropyl)phenyl 4-carbamoylpiperidine-1-carboxylate C(N)(=O)C1CCN(CC1)C(=O)OC1=CC=C(C=C1)C[C@@H](C(=O)OC(C)OC(=O)OC(C)C)NC([C@H](CC(C)C)NC(COC1=C(C=CC=C1)C)=O)=O